N,N-di(2-hydroxyethyl)-2-aminoethanesulfonate OCCN(CCS(=O)(=O)[O-])CCO